4-((3-bromo-6-chloropyridin-2-yl)methyl)piperidine-1,4-dicarboxylic acid 1-tert-butyl 4-ethyl ester C(C)OC(=O)C1(CCN(CC1)C(=O)OC(C)(C)C)CC1=NC(=CC=C1Br)Cl